C1(CCCCC1)CNC(=O)C=1N=NN(C1)CCCCN1N=NC(=C1)C(=O)NCC1=NC=CC(=C1)C(F)(F)F 1-(4-{4-[(cyclohexylmethyl)carbamoyl]-1H-1,2,3-triazol-1-yl}butyl)-N-{[4-(trifluoromethyl)pyridin-2-yl]methyl}-1H-1,2,3-triazol-4-carboxamide